mercapto-dodecyl-borane disodium salt [Na].[Na].SBCCCCCCCCCCCC